3-Amino-4-tert-butylpyridine NC=1C=NC=CC1C(C)(C)C